N1(C=NC2=C1C=CC=C2)C2=NC=C1NC(N(C1=N2)C2=C(C=CC=C2)OC)=O 2-(1H-Benzo[d]imidazol-1-yl)-9-(2-methoxyphenyl)-8-oxo-8,9-dihydro-7H-purine